Methyl 4-[3-[2,6-dichloro-4-[3-hydroxy-3-(trifluoromethyl)azetidin-1-yl]benzoyl]-2,4-dihydro-1,3-benzoxazine-8-yl]-5-fluoro-2-(3-oxa-8-azabicyclo[3.2.1]octan-8-yl)benzoate ClC1=C(C(=O)N2COC3=C(C2)C=CC=C3C3=CC(=C(C(=O)OC)C=C3F)N3C2COCC3CC2)C(=CC(=C1)N1CC(C1)(C(F)(F)F)O)Cl